C(CC)OC(NCCCl)=O propyl(2-chloroethyl)carbamate